2-methyl-1,8-octane-diamine CC(CN)CCCCCCN